ethyl 6-fluoro-1-(1H-pyrazol-1-yl)-3-(2-(trifluoromethyl)phenyl)-2,3-dihydro-1H-indene-5-carboxylate FC1=C(C=C2C(CC(C2=C1)N1N=CC=C1)C1=C(C=CC=C1)C(F)(F)F)C(=O)OCC